(2-(2-methoxyethyl)-2H-indazol-6-yl)methanol COCCN1N=C2C=C(C=CC2=C1)CO